1-(4-Iodobenzyl)-5-nitro-1H-indole IC1=CC=C(CN2C=CC3=CC(=CC=C23)[N+](=O)[O-])C=C1